N-[[6-[[(1-methoxycyclobutyl)methylamino]methyl]imidazo[1,2-a]pyridin-2-yl]methyl]-4-oxo-pyrido[1,2-a]pyrimidine-2-carboxamide COC1(CCC1)CNCC=1C=CC=2N(C1)C=C(N2)CNC(=O)C=2N=C1N(C(C2)=O)C=CC=C1